NCC1=CC=C(C=C1)NC(=O)C1=CC2=C(OCCC3=C2SC=C3)C=C1C=1C(=NC(=CC1)C(NCC(C)C)=O)C(=O)O 3-(9-((4-(aminomethyl)phenyl)carbamoyl)-4,5-dihydrobenzo[b]thieno[2,3-d]oxepin-8-yl)-6-(isobutylcarbamoyl)picolinic acid